1-(tert-butyl) 2-methyl (4R)-4-hydroxy-2-methylpyrrolidine-1,2-dicarboxylate O[C@@H]1CC(N(C1)C(=O)OC(C)(C)C)(C(=O)OC)C